BrC=1C=CC2=C(N(N=N2)C2CC(C2)(F)F)C1 6-bromo-1-(3,3-difluorocyclobutyl)-1H-benzo[d][1,2,3]triazole